4-benzoyl-2'-O-methyl-cytidine C(C1=CC=CC=C1)(=O)C1(NC(N([C@H]2[C@H](OC)[C@H](O)[C@@H](CO)O2)C=C1)=O)N